N-((4-chlorophenyl)sulfonyl)-4,4-difluoropiperidine-1-carboxamide ClC1=CC=C(C=C1)S(=O)(=O)NC(=O)N1CCC(CC1)(F)F